C(#N)[C@@H](N[S@@](=O)C1=CC=C(C=C1)C)[C@H]1CC2(CC2)C(CC1)(F)F (S)-N-((S)-cyano((R)-8,8-difluorospiro[2.5]octan-5-yl)methyl)-4-methylbenzenesulfinamide